5-cyclopentyloxycarbonylmethyloxycarbonyl-7-oxo-bicyclo[2.2.1]Hept-2-ene C1(CCCC1)OC(=O)COC(=O)C1C2C=CC(C1)C2=O